2-(((S)-4-((R)-2-(4-chloro-2-fluorophenyl)-4-fluoro-2H-chromen-8-yl)-2-methylpiperazine-1-yl)methyl)-1-(((S)-oxetan-2-yl)methyl)-1H-benzo[d]imidazole-6-carboxylic acid ClC1=CC(=C(C=C1)[C@@H]1OC2=C(C=CC=C2C(=C1)F)N1C[C@@H](N(CC1)CC1=NC2=C(N1C[C@H]1OCC1)C=C(C=C2)C(=O)O)C)F